C(C1=CC=CC=C1)N1C=C(C2=NC=C(C=C21)C=2C(=NOC2C)C)C(C)=O 1-(1-benzyl-6-(3,5-dimethylisoxazol-4-yl)-1H-pyrrolo[3,2-b]pyridin-3-yl)ethanone